CC1=NC2=CC=C(C(=C2C=C1)N)C(=O)NC1=NC=C(C=C1)C methyl-5-amino-N-(5-methylpyridin-2-yl)quinoline-6-carboxamide